NC1=NC=CC2=CC=C(C=C12)C=1C=C2C(=NN(C2=CC1)C1CC2(C1)CCC2)COC2=C(C=CC=C2)CC(=O)O 2-(2-((5-(1-aminoisoquinolin-7-yl)-1-(spiro[3.3]heptan-2-yl)-1H-indazol-3-yl)methoxy)phenyl)acetic acid